C12(CC3CC(CC(C1)C3)C2)CN2CCN(CC2)C(COC2=C(C=C(C=C2)Br)C)=O 1-(4-((adamantan-1-yl)methyl)piperazin-1-yl)-2-(4-bromo-2-methylphenoxy)ethan-1-one